C(CCCCC(C)C)C(C(=O)[O-])S.C(CCCCC(C)C)C(C(=O)[O-])S.C[Sn+2]C dimethyltin bis(isooctyl thioglycolate)